(1S,2S,3R)-2-METHYL-3-VINYLCYCLOHEXANOL C[C@@H]1[C@H](CCC[C@@H]1C=C)O